1-[5-chloro-3-(1-hydroxyethyl)-6-[5-[(6-methylpyridazin-3-yl)amino]benzimidazol-1-yl]-2-pyridinyl]-5-methyl-pyrazole-3-carbonitrile ClC=1C=C(C(=NC1N1C=NC2=C1C=CC(=C2)NC=2N=NC(=CC2)C)N2N=C(C=C2C)C#N)C(C)O